3-(1-methoxyethyl)azetidine COC(C)C1CNC1